C(=C)C=1C(OC=CC1)=O VINYL-PYRONE